1-(4-(tert-butyl)-3-(3-methoxypropoxy)phenyl)cyclohexane-1,4-diamine C(C)(C)(C)C1=C(C=C(C=C1)C1(CCC(CC1)N)N)OCCCOC